benzyl 5-[[[(3R)-3-(tert-butoxycarbonylamino)-5-[(4-chlorophenyl)methyl]-4-oxo-2,3-dihydro-1,5-benzothiazepine-7-carbonyl]amino]carbamoyl]-3,3-difluoro-piperidine-1-carboxylate C(C)(C)(C)OC(=O)N[C@H]1CSC2=C(N(C1=O)CC1=CC=C(C=C1)Cl)C=C(C=C2)C(=O)NNC(=O)C2CC(CN(C2)C(=O)OCC2=CC=CC=C2)(F)F